COC(\C=C(/NCC)\C1=CC(=C(C=C1)Cl)Cl)=O.C(N)(=O)C(CN1C(C=2C=CC3=C(C2C1)C=C(C=C3)C=3C=C(C(=O)NCC)C=C(C3)OC(F)(F)F)=O)=C 3-[2-(2-carbamoyl-2-methylideneethyl)-3-oxo-1H,2H,3H-benzo[e]isoindol-8-yl]-N-ethyl-5-(trifluoromethoxy)benzamide methyl-(Z)-3-(3,4-dichlorophenyl)-3-(ethylamino)prop-2-enoate